5-tert-butyl-2-[4-[2-(1-piperidinyl)ethoxy]phenyl]pyrazol-3-amine C(C)(C)(C)C=1C=C(N(N1)C1=CC=C(C=C1)OCCN1CCCCC1)N